CC(=O)N[C@@H](CCS(=N)(=O)C)C(=O)[O-] The molecule is an N-acyl-L-alpha-amino acid anion that is the conjugate base of N-acetyl-L-methionine sulfoximine, obtained by deprotonation of the carboxy group; major species at pH 7.3. It is a conjugate base of a N-acetyl-L-methionine sulfoximine.